(R)-Phenylglycine hydrochloride Cl.N[C@H](C1=CC=CC=C1)C(=O)O